C(CCCC=C)(=O)OC Methyl hex-5-enoate